FC([C@H]1C[C@@H](CNC1)NC=1N=CC2=C(N1)C(=CC(=N2)C2=CC(=C(C=C2)NS(=O)(=O)CC2=CC=CC=C2)F)C(C)C)F N-(4-(2-(((3S,5S)-5-(difluoro-methyl)piperidin-3-yl)amino)-8-iso-propylpyrido[3,2-d]pyrimidin-6-yl)-2-fluorophenyl)-1-phenylmethane-sulfonamide